ClC=1C=C2C=C(C(NC2=CC1OCC1CC(C1)(F)F)=O)\C=N\S(=O)C(C)(C)C (E)-N-((6-chloro-7-((3,3-difluorocyclobutyl)methoxy)-2-oxo-1,2-dihydroquinolin-3-yl)methylene)-2-methylpropane-2-sulfinamide